tert-butyl (4-(5-(6-chloro-4-((tetrahydro-2H-pyran-4-yl)amino)pyridin-3-yl)-1,3,4-thiadiazol-2-yl)bicyclo[2.2.2]octan-1-yl)carbamate ClC1=CC(=C(C=N1)C1=NN=C(S1)C12CCC(CC1)(CC2)NC(OC(C)(C)C)=O)NC2CCOCC2